(R)-3-(3-chlorophenyl)-1-(8,9-difluoro-6-oxo-1,4,5,6-tetrahydro-2H-pyrano[3,4-c]isoquinolin-1-yl)-1-methylurea ClC=1C=C(C=CC1)NC(N(C)[C@H]1COCC=2NC(C=3C=C(C(=CC3C21)F)F)=O)=O